5-(2-fluorophenyl)-1-(p-tolylsulfonyl)pyrrolo[2,3-b]pyridine FC1=C(C=CC=C1)C=1C=C2C(=NC1)N(C=C2)S(=O)(=O)C2=CC=C(C=C2)C